2-((2S)-4-(7-(3H-benzo[e]indazol-9-yl)-2-(((S)-1-methylpyrrolidin-2-yl)methoxy)-6,7-dihydro-5H-pyrano[2,3-d]pyrimidin-4-yl)-1-acryloylpiperazin-2-yl)acetonitrile C1=NNC=2C=CC3=C(C12)C(=CC=C3)C3CCC1=C(N=C(N=C1N1C[C@@H](N(CC1)C(C=C)=O)CC#N)OC[C@H]1N(CCC1)C)O3